C1(CC1)COC=1C2=C(N=CN1)CN(CC2)C(=O)OC(C)(C)C tert-Butyl 4-(cyclopropylmethoxy)-5,6-dihydropyrido[3,4-d]pyrimidine-7(8H)-carboxylate